C(CCCCCCCCCCCC)O tridecan-1-ol